iron-vanadium nickel sulfate S(=O)(=O)([O-])[O-].[Ni+2].[V+5].[Fe+2]